C1(=CC=CC=C1)CCC1CO1 2-(2-phenylethyl) ethylene oxide